trimethyl-1,3,5-triazine-1,3,5-triethanol CC1N(C(N(C(N1CCO)C)CCO)C)CCO